2-(6-(azidomethyl)-5-fluoropyridin-3-yl)-5-(difluoromethyl)-1,3,4-oxadiazole N(=[N+]=[N-])CC1=C(C=C(C=N1)C=1OC(=NN1)C(F)F)F